O[C@@H](CCOS(=O)(=O)C1=CC=C(C=C1)C)C 4-Methylbenzenesulfonic acid (3R)-3-hydroxybutyl ester